7-chloro-3-(4-methyl-6-propionylpyridin-3-yl)-1,6-naphthyridine-2-carboxylic acid ClC1=NC=C2C=C(C(=NC2=C1)C(=O)O)C=1C=NC(=CC1C)C(CC)=O